(R)-N-(2-(3''-Chloro-4''-((2,4-difluorophenyl)methoxy-d2)-5',6''-dimethyl-2,2''-dicarbonyl-2H,2''H-[1,2':4',1''-terpyridine]-3-yl)propan-2-yl)acetamide ClC=1C(N(C(=CC1OC([2H])([2H])C1=C(C=C(C=C1)F)F)C)C1=CC(=NC=C1C)N1C(C(=CC=C1)C(C)(C)NC(C)=O)=C=O)=C=O